3-(3-fluorophenyl)-1,4,5,6-tetrahydropyrrolo[3,4-c]Pyrazole 2,2,2-trifluoroacetate FC(C(=O)O)(F)F.FC=1C=C(C=CC1)C=1C2=C(NN1)CNC2